6-Amino-3-((1R,4R)-4'-chloro-4-hydroxy-1',2'-dihydrospiro[cyclohexane-1,3'-pyrrolo[2,3-b]pyridin]-5'-yl)-2-fluoro-N,N-dimethylbenzamide NC1=CC=C(C(=C1C(=O)N(C)C)F)C=1C(=C2C(=NC1)NCC21CCC(CC1)O)Cl